FC(OC1=CC=C(CN2C[C@H](N(CC2)C=2SC(=CN2)C(=O)O)COC(F)F)C=C1)F (S)-2-(4-(4-(difluoromethoxy)benzyl)-2-((difluoromethoxy)methyl)piperazin-1-yl)thiazole-5-carboxylic acid